5-bromo-1,3-dimethyl-1H-indole-7-carbonitrile BrC=1C=C2C(=CN(C2=C(C1)C#N)C)C